4-(2,4,6-trimethyl-benzoyl)phenyl-phenyl-phosphinoyl chloride CC1=C(C(=O)C2=CC=C(C=C2)P(=O)(C2=CC=CC=C2)Cl)C(=CC(=C1)C)C